C(C1=CC=CC=C1)N[C@@H](CCC(=O)[O-])C(=O)[O-] benzyl-glutamate